FC(C1=NC=CC(=C1)CNC(OC(C)(C)C)=O)(F)F Tert-butyl {[2-(trifluoromethyl)pyridin-4-yl]methyl}carbamate